NCC1=C(CC1)CN trans-1,2-diaminomethylcyclobutaneN